(2S,4S)-4-(4-(3-acetylamino-1H-indazol-6-yl)-1H-1,2,3-triazol-1-yl)-N-(4-chloro-3-(trifluoromethyl)phenyl)pyrrolidine-2-carboxamide C(C)(=O)NC1=NNC2=CC(=CC=C12)C=1N=NN(C1)[C@H]1C[C@H](NC1)C(=O)NC1=CC(=C(C=C1)Cl)C(F)(F)F